C(=CC)C=1C(=C(O)C=CC1C(C)(C)C1=CC=C(C=C1)O)C=CC dipropenyl-bisphenol a